N-[(2S)-1-Hydroxy-4-methylpentan-2-yl]-5-(1-methyl-1H-pyrazol-3-yl)-6-[4-(trifluoromethyl)phenoxy]pyridine-3-carboxamide OC[C@H](CC(C)C)NC(=O)C=1C=NC(=C(C1)C1=NN(C=C1)C)OC1=CC=C(C=C1)C(F)(F)F